(1s,4s)-N,N-dimethyl-4-((5-(1-methyl-1H-benzo[d][1,2,3]triazol-6-yl)-7H-pyrrolo[2,3-d]pyrimidin-2-yl)amino)cyclohexane-1-carboxamide CN(C(=O)C1CCC(CC1)NC=1N=CC2=C(N1)NC=C2C=2C=CC1=C(N(N=N1)C)C2)C